C(C1=CC=CC=C1)OC(=O)N1C(C(CCC1)=C(F)F)C1=CC=C(C=C1)C(F)(F)F (difluoromethylene)-2-(4-(trifluoromethyl)phenyl)piperidine-1-carboxylic acid benzyl ester